FC=1C=C(C=CC1)CN1C2=CC=CC(=C2C=2C(=CC(=CC12)C)OCC(=O)O)C(N)=O {9-[(3-fluorophenyl)methyl]-5-carbamoyl-2-methylcarbazol-4-yl}oxyacetic acid